CC12C3CCC4(CCCC4C3CCC2CC(CC1)(O)C(F)(F)F)C 10,13-dimethyl-3-(trifluoromethyl)hexadecahydro-1H-cyclopenta[a]phenanthren-3-ol